COC=1C=C(C=CC1)CCCBr 3-methoxyphenylpropyl bromide